(3-((1H-pyrazolo[4,3-b]-pyridin-1-yl)methyl)bicyclo-[1.1.1]pentan-1-yl)(5-(5-methylpyrazin-2-yl)-4,5-dihydro-1H-pyrazol-1-yl)methanone N1(N=CC2=NC=CC=C21)CC21CC(C2)(C1)C(=O)N1N=CCC1C1=NC=C(N=C1)C